[Li+].N1CC(NCC1)C(=O)[O-] piperazine-3-carboxylic acid-lithium salt